CC1=CC=C(O1)C1=CC2=C(C=C(O2)C(=O)NCC2CCNCC2)C=C1 6-(5-methylfuran-2-yl)-N-(piperidin-4-ylmethyl)benzofuran-2-carboxamide